4-(((6-(Diethylamino)-1-methyl-1H-pyrazolo[3,4-b]pyridin-4-yl)amino)methyl)-benzenesulfonamide C(C)N(C1=CC(=C2C(=N1)N(N=C2)C)NCC2=CC=C(C=C2)S(=O)(=O)N)CC